C(C)(C)[C@@H]1[C@H](C1)C(=O)ON1C(C2=CC=CC=C2C1=O)=O (1,3-Dioxoisoindolin-2-yl) (1S,2R)-2-isopropylcyclopropanecarboxylate